C(C)[Ge](COC1(CC=2C=3C=C(C=CC3N(C2C=C1)C1=C(C(=CC(=C1)C(C)(CC(C)(C)C)C)C1=CC(=CC=C1)F)O)C(C)(C)C)C(C)(C)C)(COC1=CC=C(C=C1C=1C(=C(C=C(C1)C(C)(CC(C)(C)C)C)N1C2=CC=C(C=C2C=2C=C(C=CC12)C(C)(C)C)C(C)(C)C)O)F)CC 6',6'-(((diethylgermanediyl)bis(methylene))bis(oxy))bis(3-(3,6-di-tert-butyl-9H-carbazol-9-yl)-3'-fluoro-5-(2,4,4-trimethylpentan-2-yl)-[1,1'-biphenyl]-2-ol)